BrC=1N=C2N(COC3=C2C=NC=C3)C1C=1C(=NC=CC1)N 3-(2-Bromo-5H-imidazo[1,2-c]pyrido[3,4-e][1,3]oxazin-3-yl)pyridin-2-amine